N-((1R)-3-Cyano-3-azabicyclo[3.2.0]heptan-1-yl)-5-(4-(phenylamino)pyridin-3-yl)-1H-pyrazol-3-carboxamid C(#N)N1C[C@]2(CCC2C1)NC(=O)C1=NNC(=C1)C=1C=NC=CC1NC1=CC=CC=C1